4-(3-(3-(5-(difluoromethyl)furan-2-yl)-5,6,7,8-tetrahydro-[1,2,4]triazolo[4,3-a]pyrazine-7-carbonyl)-4-fluorobenzyl)phthalazin-1(2H)-one FC(C1=CC=C(O1)C1=NN=C2N1CCN(C2)C(=O)C=2C=C(CC1=NNC(C3=CC=CC=C13)=O)C=CC2F)F